Racemic-tert-butyl 4-((2,2-difluoro-6-(4-(methoxycarbonyl)phenyl)-7-azaspiro[3.5]nonan-7-yl)methyl)-5-methoxy-7-methyl-1H-indole-1-carboxylate FC1(CC2(C1)C[C@@H](N(CC2)CC2=C1C=CN(C1=C(C=C2OC)C)C(=O)OC(C)(C)C)C2=CC=C(C=C2)C(=O)OC)F |r|